N-(3-(6-Ethoxypyridin-3-yl)-1-methyl-1H-indol-6-yl)-4-methyl-3-((4-(pyridin-4-yl)pyrimidin-2-yl)amino)benzamide C(C)OC1=CC=C(C=N1)C1=CN(C2=CC(=CC=C12)NC(C1=CC(=C(C=C1)C)NC1=NC=CC(=N1)C1=CC=NC=C1)=O)C